4-((1,4,8,11-tetraazacyclotetradec-1-yl)methyl)benzoic acid N1(CCNCCCNCCNCCC1)CC1=CC=C(C(=O)O)C=C1